2-[[13-bromo-5-chloro-8-(2-chloro-6-fluoro-phenyl)-3,4,7,9,12-pentazatricyclo[8.4.0.02,6]tetradeca-1(10),2(6),4,7,11,13-hexaen-3-yl]methoxy]ethyl-trimethyl-silane BrC=1N=CC=2NC(=NC=3C(=NN(C3C2C1)COCC[Si](C)(C)C)Cl)C1=C(C=CC=C1F)Cl